3-amino-pyridothiophene-2-carboxylic acid methyl ester COC(=O)C=1SC2=C(C1N)N=CC=C2